sorbic acid, methyl ester C(\C=C\C=C\C)(=O)OC